butyl N-(2-cyano-2-methylideneethyl)-N-[2-methyl-7-(4,4,5,5-tetramethyl-1,3,2-dioxaborolan-2-yl) naphthalen-1-yl]carbamate C(#N)C(CN(C(OCCCC)=O)C1=C(C=CC2=CC=C(C=C12)B1OC(C(O1)(C)C)(C)C)C)=C